ClC1=CC(=C(C=C1)[C@@]1(OC2=C(O1)C=CC=C2C2CCN(CC2)CC=2N(C(=C(N2)C)\C=C(\C(=O)O)/F)C[C@H]2OCC2)C)F (Z)-3-(2-((4-((S)-2-(4-chloro-2-fluorophenyl)-2-methylbenzo[d][1,3]dioxol-4-yl)piperidin-1-yl)methyl)-4-methyl-1-(((S)-oxetan-2-yl)methyl)-1H-imidazol-5-yl)-2-fluoroacrylic acid